ethyl-4H-1,2,4-triazole-3-formate C(C)N1C(=NN=C1)C(=O)[O-]